ClC1=CC=C2C(=N1)C(=NN2COCC[Si](C)(C)C)C(=O)OC methyl 5-chloro-1-(2-trimethylsilylethoxy methyl)pyrazolo[4,3-b]pyridine-3-carboxylate